C1(CCCC1)C=1C=NC(=NC1)NC(C1=C(C=CC(=C1)[N+](=O)[O-])SC1=CN=NN1C)=O N-(5-cyclopentylpyrimidin-2-yl)-2-[(1-methyl-1H-1,2,3-triazol-5-yl)sulfanyl]-5-nitrobenzamide